ClC1=CC(=C(C=C1Cl)N=C(N)N1[C@H]2CC[C@@H]1CC=1C(=NC=CC12)F)F (5S,8R)-N'-(4,5-dichloro-2-fluorophenyl)-1-fluoro-6,7,8,9-tetrahydro-5H-5,8-epiminocyclohepta[c]pyridine-10-carboximidamide